O[C@@H]1C(OC2=CC=CC=C2[C@H]1NC(=O)C=1C=C2[C@@H](C(CC2=CC1)(C)C)N1C(NC(CC1=O)(C)C)=N)(C)C (3R)-N-[(3S,4R)-3-hydroxy-2,2-dimethyl-chroman-4-yl]-3-(2-imino-4,4-dimethyl-6-oxo-hexahydropyrimidin-1-yl)-2,2-dimethyl-indane-5-carboxamide